P(=O)(OCCCCCCCCCCCCCCCCCCCCCC)(OC)[O-] docosyl methyl phosphate